C(CNC(C=C)=O)NC(C=C)=O N,N'-ethylenebis(acrylamide)